C(C1=CC=CC=C1)OC(=O)N1[C@H]([C@H]2CCC[C@H]([C@@H]2CC1)[C@](C(F)F)(C)O)C.C(CCCCCCCCCCCCCCCC)CC(C)(O[Si](OC(C)C)(OC(C)C)CCCCCCCCCC)F heptadecyl-fluoro-decyl-triisopropoxysilane benzyl-(1S,4aR,5R,8aS)-5-[(1S)-2,2-difluoro-1-hydroxy-1-methyl-ethyl]-1-methyl-3,4,4a,5,6,7,8,8a-octahydro-1H-isoquinoline-2-carboxylate